FC1=C(C=CC(=C1)OC)B(O)O (2-fluoro-4-methoxyphenyl)boronic acid